(tert-Butyldimethylsilanyloxy)propionic acid [Si](C)(C)(C(C)(C)C)OC(C(=O)O)C